tert-Butyl (4-((3-(2-(benzylamino)pyridin-4-yl)-1H-pyrrolo[2,3-b]pyridin-4-yl)oxy)benzyl)carbamate C(C1=CC=CC=C1)NC1=NC=CC(=C1)C1=CNC2=NC=CC(=C21)OC2=CC=C(CNC(OC(C)(C)C)=O)C=C2